1-(4-((2-(1,1-difluoroethyl)-6-ethylpyrimidin-4-yl)amino)-5-(pyrazin-2-yl)pyridin-2-yl)urea FC(C)(F)C1=NC(=CC(=N1)NC1=CC(=NC=C1C1=NC=CN=C1)NC(=O)N)CC